4-phenyl-pyrano[3,2-c]chromene-5(4H)-one C1(=CC=CC=C1)C1C=COC2=C1C(OC=1C=CC=CC21)=O